(3,4-Diethoxy-phenyl)-[4-(2-phenyl-ethyl)-1,4-diazepan-1-yl]methanone C(C)OC=1C=C(C=CC1OCC)C(=O)N1CCN(CCC1)CCC1=CC=CC=C1